chloro-6-methyl-N-(6-silaspiro[5.5]undecan-3-yl)-1H-pyrrolo[2,3-b]pyridine-2-carboxamide ClN1C(=CC=2C1=NC(=CC2)C)C(=O)NC2CC[Si]1(CC2)CCCCC1